CC1(OC1)CN1C2=CC=CC=C2C=2C=CC=CC12 9-((2-methyloxiran-2-yl)methyl)-9H-carbazole